2-(3-isopropyl-2-(2-methylpyridin-4-yl)-1H-indol-5-yl)-N-methyl-N-(piperidin-4-yl)propionamide C(C)(C)C1=C(NC2=CC=C(C=C12)C(C(=O)N(C1CCNCC1)C)C)C1=CC(=NC=C1)C